OCCCCCCCC(CCCCCCCO)N(C(OCC1=CC=CC=C1)=O)C1CCN(CC1)C benzyl N-[8-hydroxy-1-(7-hydroxyheptyl)octyl]-N-(1-methyl-4-piperidyl)carbamate